(3-FLUORO-PHENYL)-ACETALDEHYDE FC=1C=C(C=CC1)CC=O